FC=1C(=C(C=O)C=C(C1)C1=NC(=NO1)C1=CC=C(C=C1)N1CCCC1)O 3-fluoro-2-hydroxy-5-(3-(4-(pyrrolidin-1-yl)phenyl)-1,2,4-oxadiazol-5-yl)benzaldehyde